C1(CC1)CCN(C1=C2CN(C(C2=CC=C1)=O)C1C(NC(CC1)=O)=O)C1CCC(CC1)NCCOC(F)(F)F 3-(4-((2-cyclopropylethyl)((1r,4r)-4-((2-(trifluoro-methoxy)ethyl)amino)cyclohexyl)amino)-1-oxoisoindolin-2-yl)piperidine-2,6-dione